N-(4-(4-(2-methoxyethyl)piperazin-1-yl)phenyl)-4-((8-methyl-2,3-dihydro-1H-pyrido[2,3-b][1,4]oxazin-7-yl)amino)-2-oxo-1,2-dihydropyridine-3-carboxamide COCCN1CCN(CC1)C1=CC=C(C=C1)NC(=O)C=1C(NC=CC1NC1=C(C2=C(OCCN2)N=C1)C)=O